FC=1C=C(C(=O)O[C@@H]2[C@H]([C@H]([C@H](O[C@]23OCCCC3)CO)O)N3N=NC(=C3)C3=CC(=C(C(=C3)F)F)F)C=CC1 (2R,3R,4S,5R,6S)-3-hydroxy-2-(hydroxymethyl)-4-(4-(3,4,5-trifluorophenyl)-1H-1,2,3-triazol-1-yl)-1,7-dioxaspiro[5.5]undecane-5-yl 3-fluorobenzoate